N-(3-(3'-chloro-6-methoxy-5-((((5-oxopyrrolidin-2-yl)methyl)amino)methyl)-[2,4'-bipyridin]-2'-yl)-2-methylphenyl)-7-(3-fluoropropyl)-5,6,7,8-tetrahydro-2,7-naphthyridine-3-carboxamide ClC=1C(=NC=CC1C1=NC(=C(C=C1)CNCC1NC(CC1)=O)OC)C=1C(=C(C=CC1)NC(=O)C=1N=CC=2CN(CCC2C1)CCCF)C